1-[5-(5-chloropyrimidin-2-yl)oxy-2-(trifluoromethyl)quinazolin-4-yl]-N-(cyclopropylmethoxy)methanimine ClC=1C=NC(=NC1)OC1=C2C(=NC(=NC2=CC=C1)C(F)(F)F)C=NOCC1CC1